((benzyl((6-hydroxy-5'-methyl-4-pentyl-2'-(prop-1-en-2-yl)-1',2',3',4'-tetrahydro-[1,1'-biphenyl]-2-yl)oxy)phosphoryl)oxy)methyl acetate C(C)(=O)OCOP(=O)(OC1=C(C(=CC(=C1)CCCCC)O)C1C(CCC(=C1)C)C(=C)C)CC1=CC=CC=C1